BrC(C(CCl)=O)Br 1,1-dibromo-3-chloropropan-2-one